N-(8-ethoxy-4-methyl-2-oxo-1H-quinolin-6-yl)-2-morpholino-5,7-dihydrofuro[3,4-b]pyridine-3-carboxamide C(C)OC=1C=C(C=C2C(=CC(NC12)=O)C)NC(=O)C=1C=C2C(=NC1N1CCOCC1)COC2